C1(=CC=CC=C1)S(=O)(=O)N1C=CC=2C1=NC=CC2C2=C(C=C(C=C2)NC(=O)[C@@H](CC(C)C)NC(OC(C)(C)C)=O)CC tert-Butyl N-[(1R)-1-[[4-[1-(benzenesulfonyl)pyrrolo[2,3-b]pyridin-4-yl]-3-ethyl-phenyl]carbamoyl]-3-methyl-butyl]carbamate